3-(3-methyl-1-propionyl-5-bromoindolin-3-yl)propionitrile CC1(CN(C2=CC=C(C=C12)Br)C(CC)=O)CCC#N